N1=CC=C(C=C1)C=1OC=C(N1)C(=O)OCC 1-Ethyl 2-(4-pyridyl)oxazole-4-carboxylate